C1(CC1)C1=NC(=C(C=C1)N1CCN(CC1)CC=1C=C2NC(C(=NC2=C(C1)C#CC)C)=O)F cyclopropyl-6-fluoro-5-(4-((2-methyl-3-oxo-8-(prop-1-yn-1-yl)-3,4-dihydroquinoxalin-6-yl)methyl)piperazin-1-yl)pyridine